Carboxyzinc iodide sodium permanganate [Mn](=O)(=O)(=O)[O-].[Na+].[I-].C(=O)(O)[Zn+]